Tert-butyl (3-endo)-3-[3-cyano-5-(5-methyl-1,3-thiazol-2-yl)phenoxy]-8-azabicyclo[3.2.1]octane-8-carboxylate C(#N)C=1C=C(OC2CC3CCC(C2)N3C(=O)OC(C)(C)C)C=C(C1)C=1SC(=CN1)C